FC(C1=CC=CC(=N1)NC(=O)C=1C(=CC=2N(C1)C=C(N2)C2CCC(CC2)CN2CCC(CC2)C2=CC1=C(N(C(N1C)=O)C1C(NC(CC1)=O)=O)C=C2)OC(C)C)F N-[6-(difluoromethyl)-2-pyridyl]-2-[4-[[4-[1-(2,6-dioxo-3-piperidyl)-3-methyl-2-oxo-benzimidazol-5-yl]-1-piperidyl]methyl]cyclohexyl]-7-isopropoxy-imidazo[1,2-a]pyridine-6-carboxamide